CC1=C(C=2N(C=C1C=1NC3=CC=C(C=C3C1C(C)C)C1CCC(CC1)NCC(C)(O)C)N=CN2)C 1-((4-(2-(7,8-Dimethyl-[1,2,4]triazolo[1,5-a]pyridin-6-yl)-3-isopropyl-1H-indol-5-yl)cyclohexyl)amino)-2-methylpropan-2-ol